FC1=CC=C(C=C1)C=1C=C(CCl)C=CN1 2-(4-fluorophenyl)isonicotinyl chloride